C(C)SC=1C(=NC=C(C1)C1=CC=C(C=C1)OC(F)(F)F)C(=O)NC1=NC=C(C=C1)C(F)(F)F 3-(ethylthio)-5-(4-(trifluoromethoxy)phenyl)-N-(5-(trifluoromethyl)pyridin-2-yl)picolinamide